FC=1C=C(C=CC1C(Cl)(Cl)Cl)CC(=O)O (3-fluoro-4-(trichloromethyl)phenyl)acetic acid